methyl-(naphthalen-1-ylmethyl)amine CNCC1=CC=CC2=CC=CC=C12